(5-(2,6-dichlorophenyl)pyridin-2-yl)methylamine ClC1=C(C(=CC=C1)Cl)C=1C=CC(=NC1)CN